2,3,5,6-tetracyanopyridine C(#N)C1=NC(=C(C=C1C#N)C#N)C#N